Manganese Dihydrogen Phosphate P(=O)(O)(O)[O-].[Mn+2].P(=O)(O)(O)[O-]